4-Methyl-6-(1H-pyrazol-1-yl)pyridin-3-amine CC1=C(C=NC(=C1)N1N=CC=C1)N